N[C@@H](CC1=CNC2=CC=CC=C12)C(=O)[O-].C(CCC)[P+](C1=CC=CC=C1)(C1=CC=CC=C1)C1=CC=CC=C1 butyltriphenyl-phosphonium tryptophan salt